5-benzyl-2-(5-trifluoromethyl-pyridin-2-yl)-4,5,6,7-tetrahydro-2H-pyrazolo[4,3-c]pyridine-3-ol hydrochloride Cl.C(C1=CC=CC=C1)N1CC=2C(CC1)=NN(C2O)C2=NC=C(C=C2)C(F)(F)F